pyridine nitrogen lead [Pb].[N].N1=CC=CC=C1